2-(2-Fluoro-5-isopropyl-8-oxothieno[2',3':4,5]pyrrolo[1,2-d][1,2,4]triazin-7(8H)-yl)acetic acid FC1=CC2=C(C=C3N2C(=NN(C3=O)CC(=O)O)C(C)C)S1